O=C1NC(CCC1N1C(C2=CC=C(C=C2C1=O)N1CCC(CC1)NCC1CCN(CC1)C1=CC=C(C=C1)\C(=C(\CC)/C1=CC=CC=C1)\C1=CC=C(C=C1)B(O)O)=O)=O (Z)-(4-(1-(4-(4-(((1-(2-(2,6-dioxopiperidin-3-yl)-1,3-dioxoisoindolin-5-yl)piperidin-4-yl)amino)methyl)piperidin-1-yl)phenyl)-2-phenylbut-1-en-1-yl)phenyl)boronic acid